1,2-bis(trimethoxysilyl)ethylene CO[Si](C=C[Si](OC)(OC)OC)(OC)OC